octadecyl-3-methylimidazole C(CCCCCCCCCCCCCCCCC)C1=NC=CN1C